C(#N)C(C)(C)N1CC=C(C=C1)NC(CC1=C(C=CC(=C1)F)O)=O N-(1-Cyano-1-methylethyl)-4-[[2-(5-fluoro-2-hydroxyphenyl)acetyl]amino]pyridin